(S)-4-(isothiazol-4-yl)-6-(4-(methoxycarbonyl)phenyl)-3,6-dihydropyridine-1(2H)-carboxylic acid benzyl ester C(C1=CC=CC=C1)OC(=O)N1CCC(=C[C@H]1C1=CC=C(C=C1)C(=O)OC)C=1C=NSC1